[1,1'-bi(cyclopropane)] C1(CC1)C1CC1